5-{7-[2-(2,2-difluorocyclopropyl)ethoxy]-1-fluoro-3-hydroxynaphthalen-2-yl}-1λ6,2,5-thiadiazolidine-1,1,3-trione FC1(C(C1)CCOC1=CC=C2C=C(C(=C(C2=C1)F)N1CC(NS1(=O)=O)=O)O)F